BrC1=C(C(=CC2=C1NC(O2)=O)[N+](=O)[O-])C=O 4-bromo-6-nitro-2-oxo-2,3-dihydrobenzo[d]oxazole-5-carbaldehyde